(Z)-1-(2-hydroxyphenyl)-3-(2,4,5-trihydroxyphenyl)prop-2-en-1-one OC1=C(C=CC=C1)C(\C=C/C1=C(C=C(C(=C1)O)O)O)=O